COC=1C(=C(C(=CC1)OC)C1=C(C=C(C=C1C(C)C)C(C)C)C(C)C)P(C(C)(C)C)C(C)(C)C [3,6-dimethoxy-2',4',6'-tri(1-methylethyl)[1,1'-biphenyl]-2-yl]bis(1,1-dimethylethyl)phosphine